5-(6-methoxy-1-propyl-1H-benzo[d]imidazol-2-yl)-3-methylbenzo[d]isoxazole COC=1C=CC2=C(N(C(=N2)C=2C=CC3=C(C(=NO3)C)C2)CCC)C1